COCC1(CNC1)C 3-(methoxymethyl)-3-methylazetidine